1-(3,5-difluoro-4-pyridinyl)-8-(1,3-dimethylpyrazol-4-yl)-7-methoxy-3-(tridecylmethyl)imidazo[4,5-c]quinolin-2-one FC=1C=NC=C(C1N1C(N(C=2C=NC=3C=C(C(=CC3C21)C=2C(=NN(C2)C)C)OC)CCCCCCCCCCCCCC)=O)F